CC1=C(C=CC=C1)N=C1C(C2=CC=C(C3=CC=CC1=C23)C2=CC(=CC=C2)[N+](=O)[O-])=NC2=C(C=CC=C2)C N,N'-bis(2-methylphenyl)-5-(3-nitrophenyl)acenaphthylene-1,2-diimine